6-(cyclopropanecarboxamido)-4-((8-fluoro-6-(pyrrolidin-1-yl)-[1,2,4]triazolo[1,5-a]Pyridin-2-yl)amino)-(methyl-d3)pyridazine-3-carboxamide C1(CC1)C(=O)NC1=C(C(=C(N=N1)C(=O)N)NC1=NN2C(C(=CC(=C2)N2CCCC2)F)=N1)C([2H])([2H])[2H]